FC=1C=CC2=C(C(=C(O2)[C@H](C(C)C)NC(NC=2C=NC=C(C(=O)O)C2)=O)C)C1 (S)-5-(3-(1-(5-fluoro-3-methylbenzofuran-2-yl)-2-methylpropyl)ureido)nicotinic acid